4-(4-methoxyphenyl)-5-pyridin-4-yl-1,2,4-triazole-3-thiolate COC1=CC=C(C=C1)N1C(=NN=C1C1=CC=NC=C1)[S-]